CN1C(=NC(=C1)C(F)(F)F)C12C3C4C5(C(C14)C2C53)CO (2R,3R,4S,5S)-4-(1-methyl-4-(trifluoromethyl)-1H-imidazol-2-yl)cuban-1-ylmethanol